N(=[N+]=[N-])C(N(/N=N/N(C)CC(CN=[N+]=[N-])O)CC(CN=[N+]=[N-])O)N=[N+]=[N-] diazido((E)-1,4-bis(3-azido-2-hydroxypropyl)-1,4-dimethyltetrazene)